FC(C(=O)O)(F)F.C(C)C=1C=2N(N=C(C1)NC(=O)C=1C=CC(=C3C=CN=NC13)N1CCNCC1)C=C(N2)C N-{8-ethyl-2-methylimidazo[1,2-b]pyridazin-6-yl}-5-(piperazin-1-yl)cinnoline-8-carboxamide trifluoroacetic acid salt